C(C1=CC=CC=C1)[C@H]1N(CCN(C1)S(=O)(=O)C)C=1N=CC2=C(N1)C(=NN2C=2C(=C(C(=C(C2)C(F)(F)F)Cl)O)F)Cl (R)-3-(5-(2-Benzyl-4-(methylsulfonyl)piperazin-1-yl)-3-chloro-1H-pyrazolo[4,3-d]pyrimidin-1-yl)-6-chloro-2-fluoro-5-(trifluoromethyl)phenol